(S)-1-(3-(5-(1-amino-1,3-dihydrospiro[indene-2,4'-piperidin]-1'-yl)-6-(hydroxymethyl)pyrazin-2-yl)prop-2-yn-1-yl)-1H-indazol-5-ol N[C@@H]1C2=CC=CC=C2CC12CCN(CC2)C=2N=CC(=NC2CO)C#CCN2N=CC1=CC(=CC=C21)O